3-benzyl-9-methyl-2-(pyridin-4-ylethynyl)-4H,6H-thieno[2,3-e][1,2,4]triazolo[3,4-c][1,4]oxazepine C(C1=CC=CC=C1)C1=C(SC=2N3C(COCC21)=NN=C3C)C#CC3=CC=NC=C3